C12COCC(CC1)N2C2=NC=1N(C=C2)N=CC1C(=O)O 5-(3-Oxa-8-azabicyclo[3.2.1]oct-8-yl)pyrazolo[1,5-a]pyrimidine-3-carboxylic acid